C(C)(C)(C)OC(=O)NCC1(CC(C1)(F)F)C(=O)NC=1C=CC(=NC1C)C=1N=NN(C1NC(OC(C)C=1C(=NC=C(C1)F)F)=O)C 1-(2,5-difluoropyridin-3-yl)ethyl (4-(5-(1-(((tert-butoxycarbonyl)amino)methyl)-3,3-difluorocyclobutane-1-carboxamido)-6-methylpyridin-2-yl)-1-methyl-1H-1,2,3-triazol-5-yl)carbamate